CS(=O)(=O)C1=CC=C(C=C1)NC(N)=O 3-(4-(methylsulfonyl)phenyl)urea